3-((3-chloro-5-((((2-(2,6-dioxopiperidin-3-yl)-3-oxoisoindolin-5-yl)methoxy)carbonyl)amino)phenoxy)methyl)pyrrolidine-1-carboxylate ClC=1C=C(OCC2CN(CC2)C(=O)[O-])C=C(C1)NC(=O)OCC=1C=C2C(N(CC2=CC1)C1C(NC(CC1)=O)=O)=O